CC1=C(C(=O)C=2C=C(NC2)C(=O)[O-])C=CC=C1 4-(2-methylbenzoyl)-1H-pyrrole-2-carboxylate